1-((5-(5-(difluoromethyl)-1,3,4-oxadiazol-2-yl)pyridin-2-yl)methyl)-6-fluoro-5-(2-fluorophenyl)-3-(1-methylpiperidin-4-yl)-1,3-dihydro-2H-benzo[d]imidazol-2-one FC(C1=NN=C(O1)C=1C=CC(=NC1)CN1C(N(C2=C1C=C(C(=C2)C2=C(C=CC=C2)F)F)C2CCN(CC2)C)=O)F